BrC=1C=C2C(=NC(=NC2=CC1)NN)NC(C)C1=C(C(=CC=C1)C(F)(F)F)C (6-bromo-2-hydrazino-quinazolin-4-yl)-[1-(2-methyl-3-trifluoromethyl-phenyl)-ethyl-amine]